N-(3-((2,6-dioxopiperidin-3-yl)amino)phenyl)-4-(piperidin-1-ylmethyl)benzamide O=C1NC(CCC1NC=1C=C(C=CC1)NC(C1=CC=C(C=C1)CN1CCCCC1)=O)=O